ClC1=C(OCCCOC2=NC(=NC(=C2)C(F)(F)F)OC)C(=CC(=C1)OCC=C(Cl)Cl)Cl 4-[3-[2,6-dichloro-4-[(3,3-dichloro-2-propen-1-yl)oxy]phenoxy]propoxy]-2-methoxy-6-(trifluoromethyl)-pyrimidine